5-chloro-2-((5-(2-chloro-4,5-dimethoxyphenyl)-6-fluoroimidazo[1,2-a]pyrazin-2-yl)methyl)-1H-imidazo[4,5-b]pyridine ClC1=CC=C2C(=N1)N=C(N2)CC=2N=C1N(C(=C(N=C1)F)C1=C(C=C(C(=C1)OC)OC)Cl)C2